ClC1=C(C(=CC=C1)C)N1N=CC(=C1CO[C@H]1[C@@H]2CN([C@H](C1)C2)C2=C(C=C(C=C2)CCC(=O)O)F)C2CC2 3-[4-[(1S,4S,5R)-5-[[1-(2-chloro-6-methylphenyl)-4-cyclopropyl-1H-pyrazol-5-yl]methoxy]-2-azabicyclo[2.2.1]heptan-2-yl]-3-fluorophenyl]propanoic acid